ClC=1C=C2C(=NC(N3C2=C(C1C1=C(C=C(C=C1)F)F)SC[C@@H]3CC3CCNCC3)=O)N3[C@H](CN(CC3)C(=O)OC(C)(C)C)C (3S)-tert-butyl 4-((3S)-9-chloro-10-(2,4-difluorophenyl)-5-oxo-3-(piperidin-4-ylmethyl)-3,5-dihydro-2H-[1,4]thiazino[2,3,4-ij]quinazolin-7-yl)-3-methylpiperazine-1-carboxylate